N-[2-(Pyridin-3-yl)-1,3-benzoxazol-5-yl]-6-(trifluoromethyl)pyridine-3-carboxamide N1=CC(=CC=C1)C=1OC2=C(N1)C=C(C=C2)NC(=O)C=2C=NC(=CC2)C(F)(F)F